(R/S)-Ethyl 2-(7-(4-Cyclopentyl-3-(trifluoromethyl)benzyloxy)-1,2,3,4-tetrahydrocyclopenta[b]indol-3-yl)acetate C1(CCCC1)C1=C(C=C(COC2=CC=3C4=C(NC3C=C2)[C@H](CC4)CC(=O)OCC)C=C1)C(F)(F)F |r|